CS(=O)(=O)[O-].C(CCCCCC)[NH+]1CC(CCC1)C 1-Heptyl-3-Methylpiperidinium methansulfonat